8-(4-(1H-pyrazole-5-carbonyl)piperazin-1-yl)-N-(1-cyanocyclopropyl)-3-(5-(trifluoromethyl)-1,3,4-thiadiazol-2-yl)imidazo[1,5-a]pyridine-6-sulfonamide N1N=CC=C1C(=O)N1CCN(CC1)C=1C=2N(C=C(C1)S(=O)(=O)NC1(CC1)C#N)C(=NC2)C=2SC(=NN2)C(F)(F)F